ClC(CN1C(NC(C1=O)(C)C)=O)CC 3-(2'-chlorobutyl)-5,5-dimethyl-hydantoin